(2R,4R)-1-(tert-butoxycarbonyl)-4-(3-(cyclopropylmethoxy)-4-(difluoromethoxy)phenyl)pyrrole-2-carboxylic acid C(C)(C)(C)OC(=O)N1C(=CC(=C1)C1=CC(=C(C=C1)OC(F)F)OCC1CC1)C(=O)O